3-[4-[2-(2-pyridyl)diazanyl]phenoxy]-1-propylamine N1=C(C=CC=C1)NNC1=CC=C(OCCCN)C=C1